Methyl 2-((1R,5S,6s)-3-(2-chloro-8,8-difluoro-5,6,7,8-tetrahydroquinazolin-4-yl)-3-azabicyclo[3.1.0]hexan-6-yl)acetate ClC1=NC=2C(CCCC2C(=N1)N1C[C@@H]2C([C@@H]2C1)CC(=O)OC)(F)F